OC1=C(C=C(C=C1CCC)C1=CC(=C(C(=C1)CCC)O)C(C)C)C(C)C 4,4'-dihydroxy-3,3'-diisopropyl-5,5'-dipropylbiphenyl